tert-butyl N-[2-({1-[2-cyano-4-(trifluoromethyl) phenyl]-4-{2'-ethoxy-[2,3'-bipyridin]-5-yl} piperidin-4-yl} amino) ethyl]-N-methylcarbamate C(#N)C1=C(C=CC(=C1)C(F)(F)F)N1CCC(CC1)(C=1C=CC(=NC1)C=1C(=NC=CC1)OCC)NCCN(C(OC(C)(C)C)=O)C